C1(=C(C=CC=2C(C3=CC=CC=C3C(C12)=O)=O)C(CC(=O)O)(C)C)C(CC(=O)O)(C)C 3,3'-(9,10-anthraquinone-diyl)bis(3-methylbutanoic acid)